((5-(4-hydroxypiperidin-1-yl)pyridin-2-yl)amino)-5-methyl-4-(1-methyl-1H-pyrrolo[2,3-b]pyridin-4-yl)isoindolin-1-one OC1CCN(CC1)C=1C=CC(=NC1)NN1C(C2=CC=C(C(=C2C1)C1=C2C(=NC=C1)N(C=C2)C)C)=O